C(C)OC(=O)C=1OC2=C(C1C)C=C(C=C2)S(N(CC)C2=C(C=C(C=C2)Cl)CN(C(C2=C(C=CC=C2)Cl)=O)CC=2N(C=CC2)C)(=O)=O.SCCC[Si](OC)(OC)OC 3-Mercaptopropyltrimethoxysilane ethyl-5-(N-(4-chloro-2-((2-chloro-N-((1-methyl-1H-pyrrol-2-yl)methyl)benzamido)methyl)phenyl)-N-ethylsulfamoyl)-3-methylbenzofuran-2-carboxylate